N-hexyl-N'-methylphenyl-urea C(CCCCC)N(C(=O)NC)C1=CC=CC=C1